5-amino-8-(2-(dimethylamino)-6-methylpyridin-4-yl)-2-((5-fluoropyridin-2-yl)methyl)-7-phenyl-[1,2,4]triazolo[4,3-c]pyrimidin-3(2H)-one NC1=NC(=C(C=2N1C(N(N2)CC2=NC=C(C=C2)F)=O)C2=CC(=NC(=C2)C)N(C)C)C2=CC=CC=C2